(E)-3-(3-(thiophen-2-yl)acryloyl)thiazolidine-2-one S1C(=CC=C1)/C=C/C(=O)N1C(SCC1)=O